6-Bromo-5-chloro-7,9-dihydrofuro[3,4-f]quinazolin-1-ol BrC=1C2=C(C3=C(N=CN=C3C1Cl)O)COC2